COC(C1=C(C=CC(=C1)OCC1=CC(=CC=C1)CBr)OC)=O 5-((3-(bromomethyl)benzyl)oxy)-2-methoxybenzoic acid methyl ester